(2s,5r)-5-(4-fluorophenyl)pyrrolidine-2-carboxylic acid methyl ester COC(=O)[C@H]1N[C@H](CC1)C1=CC=C(C=C1)F